N-((6S,7S)-5-((S)-3,3-difluoro-2-hydroxy-2-methylpropanoyl)-6-((2,3',5'-trifluoro-[1,1'-biphenyl]-3-yl)methyl)-5-azaspiro[2.4]heptan-7-yl)-1,1-difluoromethanesulfonamide FC([C@@](C(=O)N1CC2(CC2)[C@@H]([C@@H]1CC=1C(=C(C=CC1)C1=CC(=CC(=C1)F)F)F)NS(=O)(=O)C(F)F)(C)O)F